1-((2R,3R,4R,5R)-3-bromo-4-hydroxy-5-(hydroxymethyl)-5-(trifluoromethyl)tetrahydrofuran-2-yl)-5-fluoropyrimidine-2,4(1H,3H)-dione Br[C@H]1[C@@H](O[C@]([C@H]1O)(C(F)(F)F)CO)N1C(NC(C(=C1)F)=O)=O